ClC1=C(C(C(=O)O)=CC(=C1)Cl)O 3,5-dichloro-salicylic acid